ClC1=C(C=CC=C1)C=1N=C(SC1)N(/N=C/C1=C(C=CC=C1)C(=O)OC(C)C)C (E)-4-(2-chlorophenyl)-2-[1-methyl-2-(2-isopropoxyformylbenzylidene)hydrazino]thiazole